Cl.N[C@H](C(=O)O)C(C)(C)C (2S)-2-amino-3,3-dimethylbutyrate hydrochloride